1-[(1R)-1-(1-naphthyl)ethyl]-3-[3-(trifluoromethyl)phenyl]propan-1-amine C1(=CC=CC2=CC=CC=C12)[C@@H](C)C(CCC1=CC(=CC=C1)C(F)(F)F)N